tert-Butyl (3S)-3-[4-(3-cyano-5-hydroxy-imidazo[1,2-a]pyridin-7-yl)-5-methyl-triazol-1-yl]piperidine-1-carboxylate C(#N)C1=CN=C2N1C(=CC(=C2)C=2N=NN(C2C)[C@@H]2CN(CCC2)C(=O)OC(C)(C)C)O